BrC=1C=C(C=CC1)NC(CO)C=C 2-[(3-bromophenyl)amino]but-3-en-1-ol